CN1N=C(C=C1C)COC=1C=C2CCN3C(C2=CC1)=CC(=NC3=O)OCC3OCCOC3 9-(1,5-Dimethyl-1H-pyrazol-3-ylmethoxy)-2-([1,4]dioxan-2-ylmethoxy)-6,7-dihydro-pyrimido[6,1-a]isoquinolin-4-one